CNCC(=O)[O-].[Na+].[Na+].[Na+].CNCC(=O)[O-].CNCC(=O)[O-] trisodium N-methylglycinate